C(C(=O)[O-])(=O)[O-].C(C)[NH+](CC)CC.C(C)[NH+](CC)CC di-(triethylammonium) oxalate